tert-butyl (S)-2-bromo-6-methyl-6,7-dihydropyrazolo[1,5-a]pyrazine-5(4H)-carboxylate BrC1=NN2C(CN([C@H](C2)C)C(=O)OC(C)(C)C)=C1